C(C1=CC=CC=C1)OC=1C(=NC=CC1Cl)N (benzyloxy)-4-chloropyridin-2-amine